CC1([C@@H]2[C@H](N=C3N1C(=C(S3)C(=O)OCC)C3=CC=CC=C3)C3=C1C(=CC=C3OC2)C=CC=C1)C ethyl (8aS,14aS)-9,9-dimethyl-11-phenyl-8a,14a-dihydro-8H,9H-benzo[5,6]chromeno[4,3-d]thiazolo[3,2-a]pyrimidine-12-carboxylate